3-(N-(5-cyano-2-(pyridin-3-yl)phenyl)sulfamoyl)-4-ethylbenzoic Acid C(#N)C=1C=CC(=C(C1)NS(=O)(=O)C=1C=C(C(=O)O)C=CC1CC)C=1C=NC=CC1